3-methyl-5-hydroxy-6-fluoro-benzo[d]isoxazole CC1=NOC2=C1C=C(C(=C2)F)O